NC1=NC2=CC(=C(C=C2C=N1)Cl)C1C(CN(CC1)C(=O)OC(C)(C)C)F tert-butyl 4-(2-amino-6-chloroquinazolin-7-yl)-3-fluoropiperidine-1-carboxylate